ethyl 8-methyl-2-[(pyrimidin-2-yl)methyl]-4,5-dihydro-2H-furo[2,3-g]indazole-7-carboxylate CC1=C(OC=2CCC3=CN(N=C3C21)CC2=NC=CC=N2)C(=O)OCC